FC1(C2(CN(C2)CCCCC(=O)O)CC1)F 5-{5,5-difluoro-2-azaspiro[3.3]heptan-2-yl}pentanoic acid